C(C=C)(=O)OCCOCCOCCOC(C=C)=O tri-ethylene glycol diacrylate